S-Allyl-L-cysteine C=CCSCC(C(=O)O)N